3-(5-{[(5-chlorothiophen-2-yl)methyl]amino}-4-fluoro-1-(2-methylfuran-3-carbonyl)-1H-pyrazol-3-yl)-1-(morpholine-4-carbonyl)-4-(trifluoromethyl)piperidin-2-one ClC1=CC=C(S1)CNC1=C(C(=NN1C(=O)C1=C(OC=C1)C)C1C(N(CCC1C(F)(F)F)C(=O)N1CCOCC1)=O)F